CSC(SC)SC 3-methylthio-2,4-dithiapentane